(S or R)-6-(1-((4-chlorophenyl)amino)-1-oxopropan-2-yl)-N-(2,6-difluorophenyl)-2-azaspiro[3.3]heptane-2-carboxamide ClC1=CC=C(C=C1)NC([C@@H](C)C1CC2(CN(C2)C(=O)NC2=C(C=CC=C2F)F)C1)=O |o1:9|